N,N'-diacetyl-urea C(C)(=O)NC(=O)NC(C)=O